(4-(4-amino-7-isopropyl-7H-pyrrolo[2,3-d]pyrimidin-5-yl)phenyl)-2-oxo-1-phenyl-1,2,4,5,6,7-hexahydropyrazolo[1,5-a]pyridine-3-carboxamide NC=1C2=C(N=CN1)N(C=C2C2=CC=C(C=C2)C2C=1N(CCC2)N(C(C1C(=O)N)=O)C1=CC=CC=C1)C(C)C